FC(C(=O)OC)(C(CC1=C(C(=C(C=C1C=O)OC)OC)OC)(F)F)F methyl 2,2,3,3-tetrafluoro-4-(6-formyl-2,3,4-trimethoxyphenyl)butanoate